4-trans-n-pentyldicyclohexyl-3,5-diaminobenzoate C(CCCC)C1=C(C(=C(C(=O)[O-])C(=C1N)C1CCCCC1)C1CCCCC1)N